C(C)(C)C1=C(C(=NC=C1)C(=O)NC=1C=NC(=C(C1)C=1C=NC2=CC(=NC=C2C1)NC)C)OC 4-isopropyl-3-methoxy-N-(6-methyl-5-(7-(methylamino)-1,6-naphthyridin-3-yl)pyridin-3-yl)picolinamide